3-(chloromethyl)-N-phenylbenzamide ClCC=1C=C(C(=O)NC2=CC=CC=C2)C=CC1